C1(CCCC1)C#CC1=CC=C(C=C1)C=1SC=CN1 2-(4-(cyclopentylethynyl)phenyl)thiazole